FC1=C2C=C(C(OC2=CC(=C1)O)=O)C(=O)NCCCCCC 5-Fluoro-N-hexyl-7-hydroxy-2-oxo-2H-chromene-3-carboxamide